OC1=C(C(/C=C/C2=CC=CC=C2)=O)C=CC=C1C=CC 2'-hydroxy-3'-propenylchalcone